C(#N)C=1C=CC=2C3=C(NC2C1)C(=C(C=N3)C(=O)NCCN3CCOCC3)NC(C)C 7-cyano-4-(isopropylamino)-N-(2-morpholinoethyl)-5H-pyrido[3,2-b]indole-3-carboxamide